4-(4,4,5,5-tetramethyl-1,3,2-dioxaborolan-2-yl)-9H-carbazole CC1(OB(OC1(C)C)C1=CC=CC=2NC3=CC=CC=C3C12)C